1,3a-diaza-3-indenecarboxamide N=1C=C(N2C=CC=CC12)C(=O)N